(1S,4S)-tert-butyl 5-((3-(4-fluoropyridin-2-yl)-4-methylphenyl)carbamoyl)-2,5-diazabicyclo[2.2.1]heptane-2-carboxylate FC1=CC(=NC=C1)C=1C=C(C=CC1C)NC(=O)N1[C@@H]2CN([C@H](C1)C2)C(=O)OC(C)(C)C